(2-fluorophenyl)-1-(pyridin-3-ylsulfonyl)-1H-pyrrole-3-carbaldehyde FC1=C(C=CC=C1)C=1N(C=CC1C=O)S(=O)(=O)C=1C=NC=CC1